20-(S)-hydroxycholesterol O[C@](CCCC(C)C)(C)[C@H]1CC[C@H]2[C@@H]3CC=C4C[C@@H](O)CC[C@]4(C)[C@H]3CC[C@]12C